FC(CNC1CCC(CC1)N)F (1r,4r)-N1-(2,2-difluoroethyl)cyclohexane-1,4-diamine